6-(4-((2S,5S)-2,3,4,5-tetrahydro-2,5-methanobenzo[f][1,4]oxazepine-4-carbonyl)piperidin-1-yl)pyrimidine-4-carbonitrile O1[C@@H]2CN([C@H](C3=C1C=CC=C3)C2)C(=O)C2CCN(CC2)C2=CC(=NC=N2)C#N